C(C1=CC=CC=C1)OC1=NC(=CC=C1C1=NN(C2=CC(=CC=C12)NC1C(CC2(CN(C2)C(=O)OC(C)(C)C)CC1)C)C)OCC1=CC=CC=C1 tert-butyl 7-((3-(2,6-bis(benzyloxy)pyridin-3-yl)-1-methyl-1H-indazol-6-yl)amino)-6-methyl-2-azaspiro[3.5]nonane-2-carboxylate